(3-aminophenyl)(pyridin-3-yl)methanol NC=1C=C(C=CC1)C(O)C=1C=NC=CC1